(E)-1-[2-Hydroxy-4-[3,4,5-trihydroxy-6-(hydroxymethyl)oxan-2-yl]oxyphenyl]-3-[4-hydroxy-3-[3,4,5-trihydroxy-6-(hydroxymethyl)oxan-2-yl]oxyphenyl]prop-2-en-1-one OC1=C(C=CC(=C1)OC1OC(C(C(C1O)O)O)CO)C(\C=C\C1=CC(=C(C=C1)O)OC1OC(C(C(C1O)O)O)CO)=O